CC1=CC=C(C=C1)S(=O)(=O)N=[N+]=[N-] 4-methylbenzenesulfonyl azide